C(C)(C)(C)C=1C=C(C=CC1)C1=C(C(=CC(=C1)C1=CC=CC=C1)C1=CC(=CC=C1)C(C)(C)C)N 3,3''-di-tert-butyl-5'-phenyl-[1,1':3',1''-terphenyl]-2'-amine